ClC=1N=C(C2=C(N1)SC=C2)SC 2-chloro-4-(methylsulfanyl)thieno[2,3-d]pyrimidine